C1(CC1)COC1=CC(=NC(=C1)S(=O)(=O)C)NC1=CC(=NC=C1C=1N=NC(=CC1)OC)NC(C)=O N-(4-((4-(cyclopropylmethoxy)-6-(methylsulfonyl)pyridin-2-yl)amino)-5-(6-methoxypyridazin-3-yl)pyridin-2-yl)acetamide